ClC=1C=C(C=CC1OCC1=CC=CC=C1)NC1=C2C=C(NC2=C(C=C1)F)C(=O)OCC Ethyl 4-((3-chloro-4-benzyloxyphenyl) amino)-7-fluoro-1H-indole-2-carboxylate